C1N(CCC2=CC=CC=C12)C=1C2=C(N=C(N1)C=1C=NN(C1)CCOC)CN(C2)C#N 4-(3,4-dihydroisoquinolin-2(1H)-yl)-2-(1-(2-methoxyethyl)-1H-pyrazol-4-yl)-5,7-dihydro-6H-pyrrolo[3,4-d]pyrimidine-6-carbonitrile